tert-Butyl 3-{[({[(2S,5R)-6-benzyloxy-7-oxo-1,6-diazabicyclo[3.2.1]oct-2-yl]carbonyl}amino)oxy]methyl}azetidine-1-carboxylate C(C1=CC=CC=C1)ON1[C@@H]2CC[C@H](N(C1=O)C2)C(=O)NOCC2CN(C2)C(=O)OC(C)(C)C